NC1=NC2=CC(=CC=C2C=C1)CN(C(C)=O)C1=C(C=CC=C1)CO N-[(2-aminoquinolin-7-yl)methyl]-N-[2-(hydroxymethyl)phenyl]acetamide